COC=1C=C2C(=NC=NC2=CC1OC)C1CCC(CC1)=CNCCN1CCN(CC1)CCO 5-(6,7-dimethoxyquinazolin-4-yl)-2-(((2-(4-(2-hydroxyethyl)piperazin-1-yl)ethyl)amino)methylene)cyclohexane